C(C)(C)(C)OC(=O)N1[C@H](C[C@H](C1)O)C1=CC(=C(C=C1)C=1N=C2SC3=C(N2C1)C=C(C(=C3)C(=O)O)OC)F (4-((cis)-1-(tert-butoxycarbonyl)-4-hydroxypyrrolidin-2-yl)-2-fluorophenyl)-6-methoxybenzo[d]imidazo[2,1-b]thiazole-7-carboxylic acid